5-(1-fluorocyclopropyl)-2-(piperazin-1-yl)pyrimidine Tert-butyl-2-(1-(tert-butoxycarbonyl)piperidin-4-yl)-4-(2,4-dioxotetrahydropyrimidin-1(2H)-yl)-1H-indole-1-carboxylate C(C)(C)(C)OC(=O)N1C(=CC2=C(C=CC=C12)N1C(NC(CC1)=O)=O)C1CCN(CC1)C(=O)OC(C)(C)C.FC1(CC1)C=1C=NC(=NC1)N1CCNCC1